C(C)(C)(C)OC(=O)N1C(C(C2=CC=C(C=C12)C#N)C(=O)O)CN(C1=CC=CC=C1)CC 1-(tert-Butoxycarbonyl)-6-cyano-2-((ethyl(phenyl)amino)methyl)indoline-3-carboxylic acid